2-butyl-octadecanol C(CCC)C(CO)CCCCCCCCCCCCCCCC